4-(7-hydroxy-6-oxo-2,2-diphenyl-6H-[1,3]dioxolo[4,5-h]chromen-8-yl)benzaldehyde OC1=C(OC=2C3=C(C=CC2C1=O)OC(O3)(C3=CC=CC=C3)C3=CC=CC=C3)C3=CC=C(C=O)C=C3